[Si](C)(C)(C(C)(C)C)OCCCN[C@@H](COC1=NC(=NC(=C1)C1=C(C=CC=C1C)C)NS(=O)(=O)C=1C=C(C(=O)O)C=CC1)CC(C)C 3-[[4-[(2R)-2-[3-[tert-Butyl(dimethyl)silyl]oxypropylamino]-4-methyl-pentoxy]-6-(2,6-dimethylphenyl)pyrimidin-2-yl]sulfamoyl]benzoic acid